(1R,2S)-2-(5-(tert-butyl)-3-((7-(difluoromethyl)-1-methyl-6-(pyrazolo[1,5-a]pyrazin-3-yloxy)-1H-imidazo[4,5-b]pyridin-2-yl)amino)-1H-pyrazol-1-yl)cyclopentan-1-ol C(C)(C)(C)C1=CC(=NN1[C@@H]1[C@@H](CCC1)O)NC=1N(C=2C(=NC=C(C2C(F)F)OC=2C=NN3C2C=NC=C3)N1)C